ClC1=C(C2=C(NC(O[C@@]23CN(CCC3)C(=O)C3=CN=C(N3)C(CC)C3=CC=C(C=C3)F)=O)C=C1)F (3'R)-6-Chloro-5-fluoro-1'-(2-(1-(4-fluorophenyl)propyl)-1H-imidazole-5-carbonyl)spiro[benzo[d][1,3]oxazine-4,3'-piperidin]-2(1H)-one